2-(1-cyclobutyl-1H-1,3-benzodiazol-2-yl)-5-hydroxy-N-(2-hydroxyphenyl)-1-methyl-6-oxo-1,6-dihydropyrimidine-4-carboxamide C1(CCC1)N1C(=NC2=C1C=CC=C2)C=2N(C(C(=C(N2)C(=O)NC2=C(C=CC=C2)O)O)=O)C